[N+](=O)([O-])C=1C=NN(C1)C1CC2(CN(C2)C(=O)OC(C)(C)C)C1 tert-butyl 6-(4-nitro-1H-pyrazol-1-yl)-2-azaspiro[3.3]heptane-2-carboxylate